CN1C=NC=C1C1=NC=CC(=N1)N1CCN(CC1)CC1=CC=C(CC=2C=3C4=C(C(N(C4=CC2)C2C(NC(CC2)=O)=O)=O)C=CC3)C=C1 3-(6-(4-((4-(2-(1-methyl-1H-imidazol-5-yl)pyrimidin-4-yl)piperazin-1-yl)methyl)benzyl)-2-oxobenzo[cd]indole-1(2H)-yl)piperidin-2,6-dione